C1(=CC=C(C=C1)C1=CC=CC=2C3=C(SC21)C(=CC=C3)C3=CC=C(C=C3)C3=NC(=NC(=N3)C3=CC=CC=C3)C3=CC=CC=C3)C3=CC=CC=C3 2-{4-(6-(1,1'-biphenyl-4-yl)dibenzothiophen-4-yl)phenyl}-4,6-diphenyl-1,3,5-triazine